6-(2-((R)-1-hydroxyethyl)imidazo[4,5-d]pyrrolo[2,3-b]pyridine-1(6H)-yl)-6-azaspiro[2.5]octane-1-carbonitrile O[C@H](C)C1=NC=2C(=C3C(=NC2)NC=C3)N1N1CCC3(CC3C#N)CC1